CC1(OCCO1)C (R)-2,2-dimethyl-1,3-dioxolane